CC1CC2(N(C(C1)C2)C(=O)C2=NC=CC=C2)C(=O)[O-] 3-methyl-6-(pyridine-2-carbonyl)-6-azabicyclo[3.1.1]heptane-1-carboxylate